7-chloro-4-hydroxyquinoline-2,8-dicarboxylic acid ClC1=CC=C2C(=CC(=NC2=C1C(=O)O)C(=O)O)O